C(#N)C1=C(C=C(C(=O)OC)C=C1)OCC methyl 4-cyano-3-ethoxy-benzoate